C1(=CC=CC=C1)C1=NC(=NN1)CCCCCCCC1=NNC(=N1)C1=CC=CC=C1 3,3'-heptamethylenebis(5-phenyl-1H-1,2,4-triazole)